FC1(CCC(CC1)NC(=O)N1CC2=NC(=CC=C2C1)N1C2CN(CC1CC2)C)F N-(4,4-difluorocyclohexyl)-2-(3-methyl-3,8-diazabicyclo[3.2.1]oct-8-yl)-5,7-dihydro-6H-pyrrolo[3,4-b]pyridine-6-carboxamide